bis(1,1,1,2,2,3,3,4,4,5,5,6,6,12,12,13,13,14,14,15,15,16,16,17,17,17-hexacosafluoroheptadecan-9-yl) 7-oxotridecanedioate O=C(CCCCCC(=O)OC(CCC(C(C(C(C(C(F)(F)F)(F)F)(F)F)(F)F)(F)F)(F)F)CCC(C(C(C(C(C(F)(F)F)(F)F)(F)F)(F)F)(F)F)(F)F)CCCCCC(=O)OC(CCC(C(C(C(C(C(F)(F)F)(F)F)(F)F)(F)F)(F)F)(F)F)CCC(C(C(C(C(C(F)(F)F)(F)F)(F)F)(F)F)(F)F)(F)F